C(C(C)C)ONC(=O)C1=NC=CC=C1 N-isobutoxypyridinecarboxamide